C(#N)C=1C=C(C(=C(C1)[N+]=1NN=NC1)C)C 5-Cyano-2,3-xylyltetrazolium